NC1=CC(=C2C(N(CCCCC[C@@](C3=NN=C(C1=N2)O3)(C(F)(F)F)O)CC3CC3)=O)C(F)(F)F (6R)-17-Amino-12-(cyclopropylmethyl)-6-hydroxy-6,15-bis(trifluoromethyl)-19-oxa-3,4,12,18-tetrazatricyclo[12.3.1.12,5]nonadeca-1(18),2,4,14,16-pentaen-13-one